COC1=C(C=CC(=C1)OC)CNC1=NC=CC2=C(C=CC=C12)NCC12CCOC(C1)(C2)COC2=CC(N(C=C2)C)=O 4-[[5-[[[1-[(2,4-dimethoxyphenyl)methylamino]isoquinolin-5-yl]amino]methyl]-2-oxabicyclo[3.1.1]heptan-1-yl]methoxy]-1-methylpyridin-2-one